ClC1=CC=CC=2C(C3=CC=CC(=C3C(C12)=O)Cl)=O 1,8-dichloroanthracene-9,10-dione